4-((2-methoxy-5-nitrophenyl)sulfonyl)morpholine COC1=C(C=C(C=C1)[N+](=O)[O-])S(=O)(=O)N1CCOCC1